ClC1=CC(=NC2=CC=CC=C12)C1=CC=C(C=C1)N1N=C2C(=C1)CN(C2)C(=O)OC(C)(C)C tert-butyl 2-(4-(4-chloroquinolin-2-yl)phenyl)-4,6-dihydropyrrolo[3,4-c]pyrazole-5(2H)-carboxylate